[Na].NC(C(=O)OCCCCCCCCCCCCCCCCCC)C octadecyl aminopropionate monosodium salt